1-(5-fluoro-2-hydroxy-3-nitro-phenyl)-ethanone FC=1C=C(C(=C(C1)C(C)=O)O)[N+](=O)[O-]